4-{4-[3-(pyridin-2-yl)-1H-pyrazol-4-yl]-pyridine-2-yl}-N-(tetrahydro-2H-pyran-4-yl)benzamide hydrate O.N1=C(C=CC=C1)C1=NNC=C1C1=CC(=NC=C1)C1=CC=C(C(=O)NC2CCOCC2)C=C1